C[C@H]1CN(CCC1)CC1=C2C(=NC(=C1)C#N)C1(CN2)CC1 (R)-7'-((3-methylpiperidin-1-yl)methyl)-1',2'-dihydrospiro[cyclopropane-1,3'-pyrrolo[3,2-b]pyridine]-5'-carbonitrile